ClC1=C(OCCSCC2=NNC(O2)=S)C=CC(=C1)Cl 5-[(2,4-Dichlorophenoxyethylthio)methyl]-1,3,4-oxadiazole-2(3H)-thione